[Cu].[Ru].NC1=NOC(=N1)C=1C=C(C=CC1F)NC(C1=C(C=C(C=C1)C(F)(F)F)OC1=C(C=C(C=C1)F)C)=O N-(3-(3-amino-1,2,4-oxadiazol-5-yl)-4-fluorophenyl)-2-(4-fluoro-2-methylphenoxy)-4-(trifluoromethyl)benzamide ruthenium-copper